O1C(=CC=C1)[C-]1C=CC=C1.[CH-]1C=CC=C1.[Fe+2] (Furanyl)ferrocene